COCC(CCCCCCCCC(C)C)(C)COC 1-methoxy-2-(methoxymethyl)-2,11-dimethyldodecane